FC1=C(C=CC(=C1F)C=1N=NN(N1)CC1=NC=C(C=C1)F)S(=O)(=O)NCCO 2,3-difluoro-4-(2-((5-fluoropyridin-2-yl)methyl)-2H-tetrazol-5-yl)-N-(2-hydroxyethyl)benzenesulfonamide